OC=1C=C2CC[C@@H]([C@@H](C2=CC1)C1=CC=C(C=C1)N1CCN(CC1)CC=1C=C2CN(C(C2=CC1)=O)C1C(NC(CC1)=O)=O)C1=CC=CC=C1 3-(5-((4-(4-((1R,2S)-6-hydroxy-2-phenyl-1,2,3,4-tetrahydronaphthalen-1-yl)phenyl)piperazine-1-yl)methyl)-1-oxoisoindolin-2-yl)piperidine-2,6-dione